FC(C(CNC(=O)C1=NC(=C(C=C1N1C(=CC=C1C)C)C(F)(F)F)OC)O)(F)F 3-(2,5-Dimethyl-pyrrol-1-yl)-6-methoxy-5-trifluoromethyl-pyridine-2-carboxylic acid (3,3,3-trifluoro-2-hydroxy-propyl)-amide